COC1=CC=CC=2C3=CC=CC=C3C3(C12)C1=CC=CC=C1CC=1C=CC=CC13 methoxy-10H-spiro[anthracene-9,9'-fluorene]